CC(C(=O)OCC(CO)COC(C(C)(C)C)=O)(C)C [2-(2,2-dimethylpropanoyloxymethyl)-3-hydroxy-propyl] 2,2-dimethylpropanoate